N1(CCNCC1)S(=O)(=O)C1=CC=C(C#N)C=C1 4-(piperazin-1-ylsulfonyl)benzonitrile